FC([C@H](NC1=CC=C(C=C1)C1=CC2=C(N=CN=C2N2CCOCC2)N1)[C@@H]1CN(CCC1)C(C=C)=O)(F)F 1-((S)-3-((R)-2,2,2-trifluoro-1-((4-(4-morpholino-7H-pyrrolo[2,3-d]pyrimidin-6-yl)phenyl)amino)ethyl)piperidin-1-yl)prop-2-en-1-one